1-tert-butyl 4-{2-[(2S,4R)-4-fluoro-2-{[(S)-[3-fluoro-4-(propan-2-yl)phenyl](phenyl)methyl]carbamoyl} pyrrolidin-1-yl]-2-oxoethyl} piperazine-1,4-dicarboxylate N1(CCN(CC1)C(=O)OCC(=O)N1[C@@H](C[C@H](C1)F)C(N[C@@H](C1=CC=CC=C1)C1=CC(=C(C=C1)C(C)C)F)=O)C(=O)OC(C)(C)C